1-methyl-5-(oxiran-2-yl)-1H-pyrazole CN1N=CC=C1C1OC1